(S)-5-(3-aminoprop-1-yn-1-yl)-N-(3-(2-(4-(4-chlorophenyl)-2,3,9-trimethyl-6H-thieno[3,2-f][1,2,4]triazolo[4,3-a][1,4]diazepin-6-yl)acetamido)propyl)-7-methoxybenzofuran-2-carboxamide NCC#CC=1C=C(C2=C(C=C(O2)C(=O)NCCCNC(C[C@H]2C=3N(C4=C(C(=N2)C2=CC=C(C=C2)Cl)C(=C(S4)C)C)C(=NN3)C)=O)C1)OC